COC1=C(C=CC(=C1)C(F)(F)F)C=1C=2N(C(NN1)=S)C=CN2 8-[2-methoxy-4-(trifluoromethyl)phenyl]-6H-imidazo[1,2-d][1,2,4]triazin-5-thione